3-((1R,2S)-3-(tert-butoxy)-1-cyclopropyl-2-methyl-3-oxopropyl)phenyl 3-((ethyl(isopropyl)amino)methyl)-4-(5-fluoro-2-methoxypyridin-4-yl)benzoate C(C)N(C(C)C)CC=1C=C(C(=O)OC2=CC(=CC=C2)[C@@H]([C@@H](C(=O)OC(C)(C)C)C)C2CC2)C=CC1C1=CC(=NC=C1F)OC